C(C)(C)N1N=NC2=C1C=CC(=C2)C2=NOC(=N2)C2=NC=C(N=C2)C 3-(1-isopropyl-1H-benzo[d][1,2,3]triazol-5-yl)-5-(5-methylpyrazin-2-yl)-1,2,4-oxadiazole